C(C)(C)(C)C1=CC=CC=2C3=C(OC21)C=C(C=C3)NC3=C(C=C(C=C3)C(C)(C)C)C3=CC=CC=C3 6-(tert-butyl)-N-(5-(tert-butyl)-[1,1'-biphenyl]-2-yl)dibenzo[b,d]furan-3-amine